[Si](C)(C)(C(C)(C)C)N1C=CC2=CC=C(C(=C12)F)B(O)O (1-(tert-butyldimethylsilyl)-7-fluoro-1H-indol-6-yl)boronic acid